N,N-bis(trifluoromethyl-sulfonyl)aniline FC(S(=O)(=O)N(C1=CC=CC=C1)S(=O)(=O)C(F)(F)F)(F)F